(Z)-1-decylcyclooct-1-ene C(CCCCCCCCC)\C\1=C/CCCCCC1